5-methyl-2-(4-{[(3R)-1-methylpiperidin-3-yl]amino}pyrido[3,4-d]pyridazin-1-yl)pyridin-3-ol CC=1C=C(C(=NC1)C1=C2C(=C(N=N1)N[C@H]1CN(CCC1)C)C=NC=C2)O